C(C=C)N1N(C2=NC(=NC=C2C1=O)S(=O)(=O)C)C1=CC=CC(=N1)OC1CCN(CC1)C(=O)OC(C)(C)C tert-butyl 4-((6-(2-allyl-6-(methylsulfonyl)-3-oxo-2,3-dihydro-1H-pyrazolo[3,4-d]pyrimidin-1-yl)pyridin-2-yl)oxy)piperidine-1-carboxylate